tert-butyl (1r,3r)-3-aminocyclobutylcarbamate CC(C)(C)OC(=O)NC1CC(C1)N